CC=1N=C(C2=C(N1)N=C(S2)N2CCCCC2)C=2C=C(C=NC2)C2=CC=C(C=C2)N2C(CCC2)=O 1-(4-(5-(5-methyl-2-(piperidin-1-yl)thiazolo[4,5-d]pyrimidin-7-yl)pyridin-3-yl)phenyl)pyrrolidin-2-one